4-(6-chloropyridazin-4-yl)-3,5-dimethylisoxazole ClC1=CC(=CN=N1)C=1C(=NOC1C)C